4-(4-(3,6-di-tert-butyl-9H-carbazol-9-yl)-2,6-dimethylphenyl)-2,6-dimethylphenylpyridine-3,5-dicarbonitrile C(C)(C)(C)C=1C=CC=2N(C3=CC=C(C=C3C2C1)C(C)(C)C)C1=CC(=C(C(=C1)C)C1=CC(=C(C(=C1)C)C1=NC=C(C=C1C#N)C#N)C)C